4-((5-(1-((5-(5-(difluoromethyl)-1,3,4-oxadiazol-2-yl)pyridin-2-yl)methyl)-1H-1,2,3-triazol-4-yl)-1H-indol-3-yl)methyl)morpholine FC(C1=NN=C(O1)C=1C=CC(=NC1)CN1N=NC(=C1)C=1C=C2C(=CNC2=CC1)CN1CCOCC1)F